C(C)C1=C(C=C(C(=C1)O)F)C1=CC=C2C(=NNC2=C1)C1=NC2=C(N1)CN(C2)C(=O)C2CCN(CC2)C (2-(6-(2-ethyl-5-fluoro-4-hydroxyphenyl)-1H-indazol-3-yl)pyrrolo[3,4-d]imidazole-5(1H,4H,6H)-yl)(1-methylpiperidin-4-yl)methanone